BrC1=NC=CC(=C1OC)CC(C(=O)OCC)C(C)=O ethyl 2-[(2-bromo-3-methoxy-4-pyridyl)methyl]-3-oxo-butanoate